CC=1N=C2N(C(=C(C(=N2)C)O[C@H]2CN(CC2)C2=CC=C(C=C2)C2=CC=C(N=N2)CN2CCOCC2)C)C1 (R)-4-((6-(4-(3-((2,5,7-trimethylimidazo[1,2-a]pyrimidin-6-yl)oxy)pyrrolidin-1-yl)phenyl)pyridazin-3-yl)methyl)morpholine